OC1=CC2=C(C(CCO2)=O)C=C1 2,3-dihydro-7-hydroxy-4H-1-benzopyran-4-one